FC1=C(C=O)C=C(C(=C1)OC)OC 2-fluoro-4,5-dimethoxybenzaldehyde